COC=1C=CC=C(C(=O)O)C1 5-methoxy-benzoic acid